FC(C(OS(=O)(=O)C)C=1C=C(C(=O)OC)C=CN1)(F)F methyl 2-(2,2,2-trifluoro-1-((methylsulfonyl)oxy)ethyl)isonicotinate